N-(3-p-methoxyphenyl-naphthyl)-2-(phenyl)-indole-13C COC1=CC=C(C=C1)C=1C=C(C2=CC=CC=C2C1)N1[13C](=CC2=CC=CC=C12)C1=CC=CC=C1